methyl-3-amino-2-(naphthalen-2-yloxy)-3-phenylacrylate COC(C(=C(C1=CC=CC=C1)N)OC1=CC2=CC=CC=C2C=C1)=O